2-(3-bromobenzyloxy)thiophene BrC=1C=C(COC=2SC=CC2)C=CC1